3,4,7-trimethyl-2,6-nonadiene-1-ol CC(=CCO)C(CC=C(CC)C)C